6-(hydroxy(pyridin-2-yl)methyl)-N2-methyl-N4-((1S,2S)-2-methylcyclopropyl)pyridine-2,4-dicarboxamide OC(C1=CC(=CC(=N1)C(=O)NC)C(=O)N[C@@H]1[C@H](C1)C)C1=NC=CC=C1